FC=1C(=CC(=NC1)N1N=C(C(=C1C)C(=O)N)C)OC1CN(C1)C(=O)N1N=CC[C@H]1C=1C=NC=C(C1)F (S)-1-(5-fluoro-4-((1-(5-(5-fluoropyridin-3-yl)-4,5-dihydro-1H-pyrazole-1-carbonyl)azetidin-3-yl)oxy)pyridin-2-yl)-3,5-dimethyl-1H-pyrazole-4-carboxamide